methyl (S)-2-(4-(7,7-difluoro-2-(2-methylazetidin-1-yl)-6,7-dihydro-5H-cyclopenta[d]pyrimidin-4-yl)phenyl)acetate FC1(CCC2=C1N=C(N=C2C2=CC=C(C=C2)CC(=O)OC)N2[C@H](CC2)C)F